tert-butyl-4-(3-((2,5-dioxopyrrolidin-3-yl)amino)phenyl)piperidine-1-carboxylate C(C)(C)(C)OC(=O)N1CCC(CC1)C1=CC(=CC=C1)NC1C(NC(C1)=O)=O